1-(4-((5R,7R)-7-hydroxy-5-methyl-6,7-dihydro-5H-cyclopenta[d]pyrimidin-4-yl)piperazin-1-yl)-3-(isopropylamino)-2-(4-(trifluoromethyl)phenyl)propan-1-one O[C@@H]1C[C@H](C2=C1N=CN=C2N2CCN(CC2)C(C(CNC(C)C)C2=CC=C(C=C2)C(F)(F)F)=O)C